2-Chloro-3,3,3-trifluoropropan ClC(C)C(F)(F)F